FC(C(=O)O)(F)F.NC(=O)N urea trifluoroacetate